NCCC=1C=NC(=NC1)C1=C(C=C(C#N)C=C1)CC=1N(N=C(C1)N1CCCC1)C 4-[5-(2-aminoethyl)pyrimidin-2-yl]-3-[(2-methyl-5-pyrrolidin-1-ylpyrazol-3-yl)methyl]benzonitrile